1,3-cyclohexanediol C1(CC(CCC1)O)O